N1(CCN(CCN(CCN(CC1)CCC(=O)O)CCC(=O)O)CCC(=O)O)CCC(=O)O 1,4,7,10-tetraazacyclododecane-1,4,7,10-tetra-propionic acid